[O-]C(=O)C(F)(F)F.C(=O)(O)C1=CC(=C(C(=O)O)C=C1)C1=C2C(=CC(C=C2)=[N+]2CC(C2)F)[Si]2(CCCCC2)C2=C1C=CC(=C2)N2CC(C2)F 4-carboxy-2-(3-(3-fluoroazetidin-1-ium-1-ylidene)-7-(3-fluoroazetidin-1-yl)-3H-spiro[dibenzo[b,e]siline-5,1'-silinan]-10-yl)benzoate TFA salt